1-isopropyl-1-methyl-2-(2-(2-(methylthio)-10H-phenothiazin-10-yl)ethyl)piperidin-1-ium bromide [Br-].C(C)(C)[N+]1(C(CCCC1)CCN1C2=CC=CC=C2SC=2C=CC(=CC12)SC)C